N-(5-(4-(methylsulfonyl)piperazin-1-yl)pyridine-2-Yl)pyrimidin-2-amine CS(=O)(=O)N1CCN(CC1)C=1C=CC(=NC1)NC1=NC=CC=N1